Perfluorooctyl-sulfonyl fluoride FC(C(C(C(C(C(C(C(F)(F)F)(F)F)(F)F)(F)F)(F)F)(F)F)(F)F)(S(=O)(=O)F)F